N-((5-(5-(difluoromethyl)-1,3,4-oxadiazol-2-yl)pyridin-2-yl)methyl)-1-(3-(dimethylamino)propionyl)-3-fluoro-N-(3-fluorophenyl)azetidine-3-carboxamide FC(C1=NN=C(O1)C=1C=CC(=NC1)CN(C(=O)C1(CN(C1)C(CCN(C)C)=O)F)C1=CC(=CC=C1)F)F